N-oleyl-homovanillamide C(CCCCCCC\C=C/CCCCCCCC)NC(CC1=CC(OC)=C(O)C=C1)=O